7-Fluoro-N-(thiophen-3-ylmethyl)-9H-pyrido[3,4-b]indole-1-carboxamide FC1=CC=C2C3=C(NC2=C1)C(=NC=C3)C(=O)NCC3=CSC=C3